FC1=C(NC=2C(=CC3=C(N(C=N3)C3=CC=C(C(=N3)N3N=C(C=C3C)C(F)F)C(C)O)C2)F)C=CC(=C1F)C 1-[6-[6-(2,3-difluoro-4-methyl-anilino)-5-fluoro-benzimidazol-1-yl]-2-[3-(difluoromethyl)-5-methyl-pyrazol-1-yl]-3-pyridyl]ethanol